FC(S(=O)(=O)OC=1C(CN(CC1)C1=C(C(=C(C=C1)C#N)C(F)(F)F)F)C)(F)F 1-[4-Cyano-2-fluoro-3-(trifluoromethyl) phenyl]-3-methyl-1,2,3,6-tetrahydropyridin-4-yl trifluoromethanesulfonate